4-(piperidine-4-carbonyl)morpholine hydrochloride Cl.N1CCC(CC1)C(=O)N1CCOCC1